Amino-4-hydroxynaphthalene-1,3-disulfonic acid NC1=C(C2=CC=CC=C2C(=C1S(=O)(=O)O)O)S(=O)(=O)O